tert-butyl (9-(2-bromo-6-(3-((tert-butoxycarbonyl)amino)-3-(4-(trifluoromethyl)pyridin-2-yl)pyrrolidin-1-yl)-4-chlorobenzyl)-9H-purin-6-yl)carbamate BrC1=C(CN2C3=NC=NC(=C3N=C2)NC(OC(C)(C)C)=O)C(=CC(=C1)Cl)N1CC(CC1)(C1=NC=CC(=C1)C(F)(F)F)NC(=O)OC(C)(C)C